COC(=O)C=1C(=NC(=NC1)N)O[C@@H](C)CC (S)-2-amino-4-(sec-butoxy)pyrimidine-5-carboxylic acid methyl ester